3-(5-(methyl((1R,2S)-2-(methylamino)cyclopentyl)amino)-1-oxoisoindolin-2-yl)piperidine-2,6-dione CN(C=1C=C2CN(C(C2=CC1)=O)C1C(NC(CC1)=O)=O)[C@H]1[C@H](CCC1)NC